P(=O)(OC)(OC(C1OC(OC1)=O)CC)[O-] methyl ethyl-2-oxo-1,3-dioxolan-4-ylmethyl phosphate